3-(3-(cyanomethyl)-7-((1-(dimethylglycyl)piperidin-4-yl)amino)benzofuran-2-yl)prop-2-yn C(#N)CC1=C(OC2=C1C=CC=C2NC2CCN(CC2)C(CN(C)C)=O)C#CC